(S)-1'-(6-bromo-1,2,4-triazin-3-yl)-3-methoxy-5,7-dihydrospiro[cyclopenta[b]pyridin-6,4'-piperidin]-5-amine BrC1=CN=C(N=N1)N1CCC2(CC1)[C@@H](C=1C(=NC=C(C1)OC)C2)N